1-(4-((4,5-dihydro-1H-imidazol-2-yl)thio)butyl)piperidine N1C(=NCC1)SCCCCN1CCCCC1